C(N)(OCC([C@H]1O[C@H]([C@H](C[C@H]1O[Si](C)(C)C(C)(C)C)O[Si](C)(C)C(C)(C)C)[C@@H](C)CC(C[C@@H]([C@@H](\C=C\I)OCC1=CC=C(C=C1)OC)C)=O)CC=C)=O allyl-(2-((2r,3r,5s,6s)-3,5-bis((tert-butyldimethylsilyl) oxy)-6-((2s,6s,7s,e)-9-iodo-7-((4-methoxybenzyl) oxy)-6-methyl-4-oxonon-8-en-2-yl) tetrahydro-2H-pyran-2-yl) ethyl) carbamate